[O-]P([O-])(=O)OP(=O)([O-])[O-] (+)-diphosphate